4-chloro-1-[4-(1,1-difluoroethyl)phenyl]sulfonyl-7-fluoro-3-(3,3,4,4-tetrafluoropyrrolidin-1-yl)indazole ethyl-1,4-dioxaspiro[4.5]decane-8-carboxylate C(C)OC(=O)C1CCC2(OCCO2)CC1.ClC1=C2C(=NN(C2=C(C=C1)F)S(=O)(=O)C1=CC=C(C=C1)C(C)(F)F)N1CC(C(C1)(F)F)(F)F